butyl 2-[(Z)-3,3-dimethylbutylideneamino]acetate CC(C\C=N/CC(=O)OCCCC)(C)C